5-(benzo[d][1,3]dioxol-5-yl)-N-(5-fluoro-1H-indol-3-yl)isoindoline-2-carboxamide O1COC2=C1C=CC(=C2)C=2C=C1CN(CC1=CC2)C(=O)NC2=CNC1=CC=C(C=C21)F